isoamyl valerate (isopentyl valerate) C(CC(C)C)C(C(=O)O)CCC.C(CCCC)(=O)OCCC(C)C